N-(6-([1,1'-biphenyl]-3-ylmethyl)-5-(1-cyanocyclobutane-1-carbonyl)-5-azaspiro[2.4]heptan-7-yl)methanesulfonamide C1(=CC(=CC=C1)CC1N(CC2(CC2)C1NS(=O)(=O)C)C(=O)C1(CCC1)C#N)C1=CC=CC=C1